Cl.C(CCC)(=O)N[C@H]1C(O)O[C@@H]([C@H]([C@@H]1OC([C@@H](N)C(C)C)=O)O)CO 2-N-butyryl-3-O-(L-valinyl)-D-glucosamine hydrochloride